OC=1C(C(=CC=CC1)C1=NC=NC=C1)=O 2-hydroxy-7-(pyrimidin-4-yl)cyclohepta-2,4,6-trien-1-one